glycidyloxyphenyl methacrylate C(C(=C)C)(=O)OC1=C(C=CC=C1)OCC1CO1